1,2-dec-anediol C(C(CCCCCCCC)O)O